2-methoxy-1-{4-[4-{[1-(propan-2-yl)-1H-pyrazolo[4,3-c]pyridin-6-yl]amino}-6-(pyrrolidin-1-yl)pyrimidin-2-yl]piperazin-1-yl}ethanone COCC(=O)N1CCN(CC1)C1=NC(=CC(=N1)NC1=CC2=C(C=N1)C=NN2C(C)C)N2CCCC2